BrC1=CC=C2[C@@H](CC=3C(=NOC3C2=C1)N)CC |r| rac-8-bromo-5-ethyl-4,5-dihydronaphtho[2,1-d]isoxazol-3-amine